ClC1=CC(=C(C=N1)C1=NC=CC(=C1)C(F)(F)F)NC1CCC(CC1)(O)C (1s,4s)-4-((6'-Chloro-4-(trifluoromethyl)-[2,3'-bipyridin]-4'-yl)amino)-1-methylcyclohexan-1-ol